C(#N)C(C)(C)NC(=O)C1=NC=CC(=C1)NC(=O)C1=C(N(C(=C1)C)CC=1SC=CC1)C N-(1-cyano-1-methyl-ethyl)-4-[[2,5-dimethyl-1-(2-thienylmethyl)pyrrole-3-carbonyl]amino]pyridine-2-carboxamide